CS(=O)(=O)C1=NC(=NC(=C1)C=1SC=CC1)N 4-methylsulfonyl-6-(2-thienyl)pyrimidin-2-amine